2-amino-5-(2-chloro-4-(2-(3,5-difluorophenyl)-2-hydroxyacetamido)phenyl)-N-isopropylnicotinamide NC1=C(C(=O)NC(C)C)C=C(C=N1)C1=C(C=C(C=C1)NC(C(O)C1=CC(=CC(=C1)F)F)=O)Cl